2-chloro-N-methyl-N-(4-nitrophenyl)aniline ClC1=C(N(C2=CC=C(C=C2)[N+](=O)[O-])C)C=CC=C1